COC=1C=C2C(NC(C2=CC1)=N)=N 5-methoxy-1,3-diiminoisoindoline